C1(=CC=CC=C1)C(C(N)C1=CC=CC=C1)N (+/-)-1,2-diphenyl-ethylenediamine